COC(C(C)(C)C1=CC=C(C=C1)CCC(=O)N)=O 4-(3-amino-3-oxopropyl)phenyl-2-methylpropanoic acid methyl ester